C(=O)(O)OC(=O)O Carboxyether